2-((1r,4r)-4-cyclopropyloxycyclohexyl)isoindoline-1,3-dione C1(CC1)OC1CCC(CC1)N1C(C2=CC=CC=C2C1=O)=O